COC1=CC=C(C=C1)CN1C(C(CCC1=O)C=1C=C(C=CC1)N1CCN(CC1)CC1CCC(CC1)NC(OC(C)(C)C)=O)=O tert-butyl N-[4-[[4-[3-[1-[(4-methoxyphenyl)methyl]-2,6-dioxo-3-piperidyl]phenyl]piperazin-1-yl]methyl]cyclohexyl]carbamate